BrC1=C(C(=C(C(=C1C)O)C)O)C(=O)OCC1=CC=CC=C1 benzyl 2-bromo-4,6-dihydroxy-3,5-xylenecarboxylate